N[C@@H]1CN(CC[C@H]1F)C1=NC2=C(N1CC(=O)N1[C@@H](COCC1)CO)C=C(C=C2)F 2-(2-((3R,4R)-3-Amino-4-fluoropiperidin-1-yl)-6-fluoro-1H-benzo[d]imidazol-1-yl)-1-((R)-3-(hydroxymethyl)morpholino)ethan-1-on